N-(2-ethylhexyl)-2-methyl-3-(4-hydroxybenzyloxy)-pyridin-4-one C(C)C(CN1C(=C(C(C=C1)=O)OCC1=CC=C(C=C1)O)C)CCCC